(S,6S)-N'-((1,2,3,5,6,7-hexahydro-s-indacen-4-yl)carbamoyl)-6-methyl-6-(trifluoromethyl)-6,7-dihydro-5H-pyrazolo[5,1-b][1,3]oxazine-3-sulfonimidamide C1CCC2=C(C=3CCCC3C=C12)NC(=O)N=[S@@](=O)(N)C=1C=NN2C1OC[C@](C2)(C(F)(F)F)C